FC(C(C1=CC=CC=C1)NNC(C1=CC=CC=C1)=O)(F)F N'-(2,2,2-trifluoro-1-phenyl-ethyl)benzoyl-hydrazine